(7S)-3-{2-Azaspiro[3.3]heptan-6-yl}-7-methyl-2-{[3-(propan-2-yloxy)phenyl]methyl}-3H,6H,7H,8H,9H-imidazo[4,5-f]chinolin C1NCC12CC(C2)N2C(=NC1=C3CC[C@@H](NC3=CC=C12)C)CC1=CC(=CC=C1)OC(C)C